1-[(4-methoxyphenyl)methyl]-5-(trifluoromethyl)-1H-1,2,3-triazol-4-yl(pyridin-2-yl)methanol COC1=CC=C(C=C1)CN1N=NC(=C1C(F)(F)F)C(O)C1=NC=CC=C1